cyanoterphenol C(#N)C1=C(C(=CC=C1)O)C1=C(C=CC=C1C=1C(=CC=CC1)O)O